2,3-dimethyl-pyrimido[1,2-b]pyridazin-4-one CC=1N=C2N(N=CC=C2)C(C1C)=O